5-(1-phenylpiperidin-4-yl)-1,3-thiazole-4-carboxylic acid C1(=CC=CC=C1)N1CCC(CC1)C1=C(N=CS1)C(=O)O